2-chloro-4-(1-isopropyl-1H-pyrazol-4-yl)-5-methylpyrimidine ClC1=NC=C(C(=N1)C=1C=NN(C1)C(C)C)C